2-(6-oxo-4-phenyl-1,6-dihydropyridin-3-yl)benzonitrile O=C1C=C(C(=CN1)C1=C(C#N)C=CC=C1)C1=CC=CC=C1